C(N1N=CC(=C1)B(O)O)([2H])([2H])[2H] (1-(methyl-d3)-1H-pyrazol-4-yl)boronic acid